CC1=C(C(=O)[O-])C(=CC(=C1)C)C.[Na+] sodium 2,4,6-trimethylbenzoate